BrC=1C(=NC(=NC1C1=NC=CC=C1)N)OC 5-bromo-4-methoxy-6-(pyridin-2-yl)pyrimidin-2-amine